4-(Dimethylamino)-n-[7-(hydroxyamino)-7-oxoheptyl]benzamide CN(C)C1=CC=C(C=C1)C(=O)NCCCCCCC(=O)NO